Cl.COC(C(CN)(C)C)=O 3-amino-2,2-dimethylpropionic acid methyl ester hydrochloride